NC1=NN2C(C=C(C=C2)C=2C(=C(C(=C(C(=O)NC(CF)CC(O)C3=CC=C(C=C3)Cl)C2)C)F)F)=N1 (2-amino-[1,2,4]triazolo[1,5-a]pyridin-7-yl)-N-(4-(4-chlorophenyl)-1-fluoro-4-hydroxybut-2-yl)-3,4-difluoro-2-methylbenzamide